N1CC(C1)N1N=C2C=C(C(=CC2=C1)NC(=O)C1=NC(=CC=C1)C(F)(F)F)C(C)(C)O N-(2-(azetidin-3-yl)-6-(2-hydroxy-prop-2-yl)-2H-indazol-5-yl)-6-(trifluoromethyl)pyridine-2-carboxamide